1-(2-chloro-4-((5-(3-(4-hydroxy-4-methylpiperidin-1-yl)propoxy)-2,3-dihydro-[1,4]dioxino[2,3-f]quinolin-10-yl)oxy)phenyl)-3-cyclopropylurea ClC1=C(C=CC(=C1)OC1=CC=NC2=CC(=C3C(=C12)OCCO3)OCCCN3CCC(CC3)(C)O)NC(=O)NC3CC3